BrC=1C=C(C=CC1)C1(CC(C1)O)CC(=O)OCC ethyl 2-[1-(3-bromophenyl)-3-hydroxycyclobutyl]acetate